[O-]CC.[Si+4].[O-]CC.[O-]CC.[O-]CC silicon(IV) ethoxide